3-cyclohexyl-1-(6-(2-(benzoyloxyimino)hexanoyl)-9-ethyl-9H-carbazol-3-yl)-propane-1,2-dione C1(CCCCC1)CC(C(=O)C=1C=CC=2N(C3=CC=C(C=C3C2C1)C(C(CCCC)=NOC(C1=CC=CC=C1)=O)=O)CC)=O